1-(3-(2-Chloro-2',6-difluoro-6'-hydroxy-[1,1'-biphenyl]-4-yl)-5,6-dihydroimidazo[1,2-a]pyrazin-7(8H)-yl)prop-2-en-1-one ClC1=C(C(=CC(=C1)C1=CN=C2N1CCN(C2)C(C=C)=O)F)C2=C(C=CC=C2O)F